(R)-(6-(3-methyl-1H-pyrrolo[2,3-b]pyridin-5-yl)-8-(morpholin-3-yl)-3,4-dihydroisoquinolin-2(1H)-yl)(4-Methyltetrahydro-2H-pyran-4-yl)methanone CC1=CNC2=NC=C(C=C21)C=2C=C1CCN(CC1=C(C2)[C@H]2NCCOC2)C(=O)C2(CCOCC2)C